C1(CC1)C1=C(C(=NO1)C1=C(C=NC=C1Cl)Cl)COC12CCC(CC1)(CC2)C2=NC1=C(C=CC=C1C=C2)OC(C)C 2-(4-((5-Cyclopropyl-3-(3,5-dichloropyridin-4-yl)isoxazol-4-yl)methoxy)bicyclo[2.2.2]octan-1-yl)-8-isopropoxychinolin